C(C)C1=NOC=C1C(=O)N 3-ethylisoxazole-4-carboxamide